OCC(O)N 2-hydroxy-aminoethanol